N=1NC=C2C1C1=CC=CC=C1C2=O 2H-indeno[1,2-c]pyrazol-4-one